(4-methyl-amyl)methyl-vinyl-chlorosilane CC(CCCC[SiH](Cl)C=C)C